N-(1-methyl-1H-pyrazol-3-yl)-3-((6-(3-methylisoxazol-4-yl)-1-oxoisoquinolin-2(1H)-yl)methyl)benzamide CN1N=C(C=C1)NC(C1=CC(=CC=C1)CN1C(C2=CC=C(C=C2C=C1)C=1C(=NOC1)C)=O)=O